tert-butyl N-{2-[(3R,4R)-3,4-diacetamido pyrrolidin-1-yl]ethyl}carbamate C(C)(=O)N[C@@H]1CN(C[C@H]1NC(C)=O)CCNC(OC(C)(C)C)=O